C(CCC)OC(=O)C1=CC=C(O)C=C1 butyl-paraben